Methyl 4-hydroxy-1-methyl-2-oxo-6-phenoxy-1,2-dihydro-1,7-naphthyridine-3-carboxylate OC1=C(C(N(C2=CN=C(C=C12)OC1=CC=CC=C1)C)=O)C(=O)OC